4-[4-cyano-6-[1-[(1-hydroxycyclobutyl)methyl]pyrazol-4-yl]-2-methylindazol-3-yl]-2-(difluoromethoxy)-N-[(1-fluorocyclopropyl)methyl]-6-methoxybenzamide C(#N)C=1C2=C(N(N=C2C=C(C1)C=1C=NN(C1)CC1(CCC1)O)C)C1=CC(=C(C(=O)NCC2(CC2)F)C(=C1)OC)OC(F)F